tert-butyl (2S,5S)-5-(4-chlorobenzyl)-2-ethyl-4-(1-(pyridin-2-yl)piperidin-4-yl)piperazine-1-carboxylate ClC1=CC=C(C[C@@H]2N(C[C@@H](N(C2)C(=O)OC(C)(C)C)CC)C2CCN(CC2)C2=NC=CC=C2)C=C1